(2s,3s)-3-(ethoxycarbonyl)oxirane-2-carboxylic acid C(C)OC(=O)[C@@H]1[C@H](O1)C(=O)O